FC1=C(C(=CC(=C1)F)F)S(=O)(=O)NC=1C(=NC=C(C1)C=1C=CC=2N=CN=C(C2N1)C1CCN(CC1)C(\C=C\C(C)=O)=O)OC (E)-2,4,6-trifluoro-N-(2-methoxy-5-(4-(1-(4-oxopent-2-enoyl)piperidin-4-yl)pyrido[3,2-d]pyrimidin-6-yl)pyridin-3-yl)benzene-sulfonamide